6-methoxy-7,8-methylenedioxycoumarin COC=1C=C2C=CC(OC2=C2C1OCO2)=O